O=C1NC(CCC1N1C(C2=CC(=C(C=C2C1=O)F)CN(C)C1CCN(CC1)C1=CC=C(C=C1)[C@H]1[C@H](COC2=CC(=CC=C12)O)C1=CC=CC=C1)=O)=O 2-(2,6-dioxopiperidin-3-yl)-5-fluoro-6-(((1-(4-((3S,4R)-7-hydroxy-3-phenylchroman-4-yl)phenyl)piperidin-4-yl)(methyl)amino)methyl)isoindoline-1,3-dione